8-(2,6-difluorophenyl)-2-(methylthio)-7-oxo-7,8-dihydropyrido[2,3-d]pyrimidine-6-carbonitrile FC1=C(C(=CC=C1)F)N1C(C(=CC2=C1N=C(N=C2)SC)C#N)=O